C(C)S(=O)(=O)ON=C1C(C=CC(=C1)OC)CC#N ((ethylsulfonyloxyimino)-4-methoxyphenyl)acetonitrile